C(CCCC)(=O)CC(=O)OCC ethyl valerylacetate